N1N=CC2=CC(=CC=C12)NC=1C2=C(N=C(N1)C=1C=CC3=C(SC(=C3)C(=O)NC(C)C)C1)N(C=C2)CCN(C)C 6-(4-((1H-indazol-5-yl)amino)-7-(2-(dimethylamino)ethyl)-7H-pyrrolo[2,3-d]pyrimidin-2-yl)-N-isopropylbenzo[b]thiophene-2-carboxamide